6-(4-acetylpiperazin-1-yl)-N-(cyclohexyl-methyl)-N-methyl-3,4-dihydroisoquinoline-2(1H)-methanesulfonamide C(C)(=O)N1CCN(CC1)C=1C=C2CCN(CC2=CC1)CS(=O)(=O)N(C)CC1CCCCC1